7-bromo-2-(5-decylpentadecyl)-4-(thiophen-2-yl)-2H-[1,2,3]triazolo[4,5-c]pyridine BrC=1C=2C(C(=NC1)C=1SC=CC1)=NN(N2)CCCCC(CCCCCCCCCC)CCCCCCCCCC